COC1=CC=C(CNC(NC2CC3(CC(C3)C(=O)N[C@H](C)C3=CC=CC=C3)C2)=O)C=C1 (R)-6-(3-(4-methoxybenzyl)ureido)-N-(1-phenylethyl)spiro[3.3]heptane-2-carboxamide